bis(trimethylsilyl)methyl iodide C[Si](C)(C)C([Si](C)(C)C)I